rac-tert-Butyl 4-(4-bromo-2-methyl-1H-indol-1-yl)-3-oxopiperidine-1-carboxylate BrC1=C2C=C(N(C2=CC=C1)[C@H]1C(CN(CC1)C(=O)OC(C)(C)C)=O)C |r|